2-Chloro-N-[3-({[4-(isoquinolin-4-ylamino)-6-(methylamino)-1,3,5-triazacyclohexan-2-yl]amino}methyl)phenyl]acetamide ClCC(=O)NC1=CC(=CC=C1)CNC1NC(NC(N1)NC1=CN=CC2=CC=CC=C12)NC